6-((4R,5S)-5-methyl-2-oxoimidazolidin-4-yl)hexyl 1-methylhydrazine-1-carboxylate CN(N)C(=O)OCCCCCC[C@H]1NC(N[C@H]1C)=O